CCCCCCCCCCCCCCC(=O)OC[C@H](COP(=O)([O-])OCC[N+](C)(C)C)O The molecule is a 1-O-acyl-sn-glycero-3-phosphocholine in which the acyl group is specified as pentadecanoyl. It has a role as a rat metabolite and a human xenobiotic metabolite. It is a lysophosphatidylcholine 15:0 and a 1-O-acyl-sn-glycero-3-phosphocholine. It derives from a pentadecanoic acid.